6-(cyclohex-1-en-1-yl)pyridin-2-amine C1(=CCCCC1)C1=CC=CC(=N1)N